FC1(CC1)CN(S(=O)(=O)C1=C(C=CC=C1)[N+](=O)[O-])CC=1OC(=NN1)C N-[(1-fluorocyclopropyl)methyl]-N-[(5-methyl-1,3,4-oxadiazol-2-yl)methyl]-2-nitrobenzenesulfonamide